1-[8-[(3S)-3-methylpiperazin-1-yl]-4-isoquinolinyl]Hexahydropyrimidine-2,4-dione C[C@H]1CN(CCN1)C=1C=CC=C2C(=CN=CC12)N1C(NC(CC1)=O)=O